Cl.C[C@@H]1C[C@@H](N1)CO ((2R,4R)-4-methylazetidin-2-yl)methanol hydrochloride